FC1(N(C(C(OC1(F)F)(F)F)(F)F)C(F)(F)F)F perfluoro-N-methyl-morpholine